NC=1C2=C(N=CN1)N(C=C2C2=CC=C(C=C2)OC2=CC=CC=C2)[C@@H]2CC[C@H](CC2)N2CC1N(CC2)C(CC1)=O 2-((trans)-4-(4-amino-5-(4-phenoxyphenyl)-7H-pyrrolo[2,3-d]pyrimidin-7-yl)cyclohexyl)hexahydropyrrolo[1,2-a]pyrazin-6(2H)-one